ethyl 1-amino-2-((1R,4R)-4-((tert-butyldimethylsilyl) oxy) cyclohexyl)-4-(4-((5-fluoro-2-methoxybenzamido) methyl) phenyl)-1H-imidazole-5-carboxylate NN1C(=NC(=C1C(=O)OCC)C1=CC=C(C=C1)CNC(C1=C(C=CC(=C1)F)OC)=O)C1CCC(CC1)O[Si](C)(C)C(C)(C)C